(4-(4-fluoro-3-trifluoromethyl-phenoxy)-2,5-dimethyl-phenyl)-N-eth-yl-N-methyl-formamidine FC1=C(C=C(OC2=CC(=C(C=C2C)C(=N)N(C)CC)C)C=C1)C(F)(F)F